FC1=C(C(=C(C(=C1P([O-])(=O)C1=C(C=CC=C1)C1=CC=CC=C1)F)F)F)F Pentafluorophenyl-diphenylphosphinate